6-(methylsulfonyl)-6,7-dihydro-5H-pyrrolo[3,4-b]Pyridine 1-oxide CS(=O)(=O)N1CC2=[N+](C=CC=C2C1)[O-]